(1s,4s)-1-methyl-4-((5-(pyrido[2,3-b]pyrazin-7-yl)pyrrolo[2,1-f][1,2,4]triazin-2-yl)amino)cyclohexane-1-ol CC1(CCC(CC1)NC1=NN2C(C=N1)=C(C=C2)C2=CC=1C(=NC=CN1)N=C2)O